[C@H]12CC(C[C@H](CCC1)N2)N(C2=CC=C(N=N2)C2=C(C=C(C=C2)/C=C/C(=O)N2CCC2)O)C (E)-3-(4-(6-(((1R,3s,5S)-9-azabicyclo-[3.3.1]-nonan-3-yl)(methyl)amino)pyridazin-3-yl)-3-hydroxyphenyl)-1-(azetidin-1-yl)prop-2-en-1-one